N-(4-methyl-3-((7-(methylthio)pyrimido[4,5-d]pyrimidin-4-yl)amino)phenyl)isonicotinamide CC1=C(C=C(C=C1)NC(C1=CC=NC=C1)=O)NC1=NC=NC2=NC(=NC=C21)SC